cumyl-cyclopentadienyl-iron hexafluorophosphate F[P-](F)(F)(F)(F)F.C(C)(C)(C1=CC=CC=C1)[Fe+]C1C=CC=C1